F[C@H]1[C@H](C1)C(=O)NC1=CC=C(C=N1)C(=O)NC([2H])([2H])[2H] 6-[[(1R,2R)-2-fluorocyclopropanecarbonyl]amino]-N-(methyl-d3)pyridine-3-carboxamide